C(C1=CC=CC=C1)OC1=C(N2C(C3=CC(=CC=C13)OC1=CC=CC=C1)=NC(=N2)C)C(=O)OC methyl 6-(benzyloxy)-2-methyl-9-phenoxy-[1,2,4]triazolo[5,1-a]isoquinoline-5-carboxylate